2,3,6,7-tetrahydro-9-methyl-1H,5H-quinolizino(9,1-gh)coumarin CC1=CC(=O)OC2=C1C=C3CCCN4C3=C2CCC4